6-bromo-2-(chloromethyl)-4-methylquinazoline BrC=1C=C2C(=NC(=NC2=CC1)CCl)C